N-stearyl-maleimide C(CCCCCCCCCCCCCCCCC)N1C(C=CC1=O)=O